(1S)-1-(2-methyl-2H-indazol-5-yl)ethane-1-amine hydrochloride Cl.CN1N=C2C=CC(=CC2=C1)[C@H](C)N